C(=C\CCCCCCCCCCCCCCCCCCCC)/O trans-1-docosenol